ClC=1C=CC=NC1N1CC(C1)C(F)(F)F 5-chloro-6-(3-(trifluoromethyl)azetidin-1-yl)pyridin